17-(cyclopropylmethyl)-4,5-epoxy-3,14-dihydroxy-(5α)-morphinan-6-one C1(CC1)CN1[C@H]2[C@@]3(CCC([C@H]4[C@@]3(C=3C(=C(C=CC3C2)O)O4)CC1)=O)O